(3S)-3-[5-[4-(7-azaspiro[3.5]nonan-2-yl)piperazin-1-yl]-1-oxo-isoindolin-2-yl]piperidine-2,6-dione C1C(CC12CCNCC2)N2CCN(CC2)C=2C=C1CN(C(C1=CC2)=O)[C@@H]2C(NC(CC2)=O)=O